C(C)(=O)C1CN(CCC1)C(=O)OC(C)(C)C tert-butyl 3-acetylpiperidine-1-carboxylate